C1(CC1)S(=O)(=O)N1N=CC(=C1)C1=NC=CC(=N1)NC1=NC=C(C(=C1)NC1CCC(CC1)O)C#CC=1N=CN(C1)C (1s,4s)-4-((2-((2-(1-(Cyclopropylsulfonyl)-1H-pyrazol-4-yl)pyrimidin-4-yl)amino)-5-((1-methyl-1H-imidazol-4-yl)ethynyl)pyridin-4-yl)amino)cyclohexan-1-ol